methyl dihydrogen phosphate P(=O)(OC)(O)O